C[Si](N(C)C)(N(C)C)CCCCCCCC methyloctylbis(dimethylamino)silane